[4-(trifluoromethyl)phenyl]boronic acid FC(C1=CC=C(C=C1)B(O)O)(F)F